FC(C(OC)(OC)OC)(F)F 1,1,1-trifluoro-2,2,2-trimethoxyethane